(2S,3S,4R,5R)-5-(6-(benzylamino)-2-(5-chloropyridin-3-yl)-9H-purin-9-yl)-3,4-dihydroxyl-N-(methyl-d3)-tetrahydrofuran-2-formamide C(C1=CC=CC=C1)NC1=C2N=CN(C2=NC(=N1)C=1C=NC=C(C1)Cl)[C@H]1[C@@H]([C@@H]([C@H](O1)C(=O)NC([2H])([2H])[2H])O)O